ClC1=C(OCC=2C=CC(=C(C2)CC2CCN(CC2)CC2=NC3=C(N2CC2=CN=CN2CC)C=C(C=C3)C(=O)O)F)C=CC(=C1)Cl 2-{[4-({5-[(2,4-dichlorophenoxy)methyl]-2-fluorophenyl}methyl)piperidin-1-yl]methyl}-1-[(1-ethyl-1H-imidazol-5-yl)methyl]-1H-1,3-benzodiazole-6-carboxylic acid